2-benzyl-N-(4-(methylsulfonyl)phenyl)-2H-pyrazolo[3,4-d]pyrimidin-6-amine C(C1=CC=CC=C1)N1N=C2N=C(N=CC2=C1)NC1=CC=C(C=C1)S(=O)(=O)C